2-ethylbutane-1,3-diol C(C)C(CO)C(C)O